1-[bis(dimethyl-amino)methylene]-1H-1,2,3-triazolo[4,5-b]pyridinium 3-oxide hexafluoro-phosphate F[P-](F)(F)(F)(F)F.CN(C)C(=[N+]1N=[N+](C2=NC=CC=C21)[O-])N(C)C